N[C@@H]1CN(C[C@H]1O)C(=O)OC(C)(C)C |o1:1,5| tert-butyl (3r,4r)-rel-3-amino-4-hydroxypyrrolidine-1-carboxylate